FC1=CC(=CC=2N(C(=NC21)C)C(C)C)C=2C=CN1N=C(N=CC12)N[C@@H]1C[C@@H](C1)N cis-N1-(5-(4-fluoro-1-isopropyl-2-methyl-1H-benzo[d]imidazol-6-yl)pyrrolo[2,1-f][1,2,4]triazin-2-yl)cyclobutane-1,3-diamine